1,3-phenylene isophthalate C1(C2=CC(C(=O)OC=3C=C(C=CC3)O1)=CC=C2)=O